COCC[Si](N1N=C(C(=C1)B1OC(C(O1)(C)C)(C)C)C(=O)OC)(C)(C)C methyl 1-[(2-methoxyethyl)trimethyl-$l^{5}-silyl]-4-(4,4,5,5-tetramethyl-1,3,2-dioxaborolan-2-yl)pyrazole-3-carboxylate